methyl 7,7-difluoro-4-formyl-6,7-dihydro-5H-cyclopenta[b]pyridine-2-carboxylate FC1(CCC=2C1=NC(=CC2C=O)C(=O)OC)F